ClC1=CC=C2C(=CNC2=C1SC)C=O 6-Chloro-7-(methylthio)-1H-indole-3-carbaldehyde